BrC1=C(C(=C2C(=NC(=NC2=C1F)OC[C@]12CCCN2C[C@@H](C1)F)O)OC(C(CC#N)NCC(F)F)C)Cl 4-((7-Bromo-6-chloro-8-fluoro-2-(((2R,7aS)-2-fluorotetrahydro-1H-pyrrolizin-7a(5H)-yl)methoxy)-4-hydroxyquinazolin-5-yl)oxy)-3-((2,2-difluoroethyl)amino)pentanenitrile